OC1=C(C(=C(C=C1)C(C(=O)O)CO)O)O trihydroxy-α-(hydroxymethyl)phenylacetic acid